CN1C(CNCC=C1C=1C(=NN(C1)C)C1=CC=CC=C1)=O 1-methyl-7-(1-methyl-3-phenyl-1H-pyrazol-4-yl)-2-oxo-1,2,3,4-tetrahydro-[1,4]diazepine